C(C(CCCCCO)O)O heptane-1,2,7-triol